C(CCCCCCCCCCCCCCCCC)OC(CCC1=CC(=C(C(=C1)C(C)(C)C)O)C(C)(C)C)=O 3-(3,5-di-tert-butyl-4-hydroxyphenyl)-propionic acid n-octadecyl ester